2-methyl-3-(4-methylpiperazin-1-yl)quinoxaline CC1=NC2=CC=CC=C2N=C1N1CCN(CC1)C